2-((3,5-dicyano-6-(dimethylamino)-4-ethylpyridin-2-yl)thio)-2-(4-fluorophenyl)acetamide C(#N)C=1C(=NC(=C(C1CC)C#N)N(C)C)SC(C(=O)N)C1=CC=C(C=C1)F